succinamic acid 2,5-dioxopyrrolidin-1-yl ester O=C1N(C(CC1)=O)OC(CCC(=O)N)=O